C(C1=CC=CC=C1)NS(=O)(=O)C1=CC(=CC=C1)C=1C=C2C(=NC=NC2=CC1)N1C[C@H](O[C@H](C1)C)C N-benzyl-3-{4-[(2R,6S)-2,6-dimethylmorpholin-4-yl]quinazolin-6-yl}benzene-1-sulfonamide